(1R,2R)-2-(methoxymethyl-amino)-5-((2-oxo-2H-[1,2'-bipyridyl]-3-yl)amino)-pyrazolo[1,5-a]pyrimidine-3-carboxamide COCNC1=NN2C(N=C(C=C2)NC=2C(N(C=CC2)C2=NC=CC=C2)=O)=C1C(=O)N